C1(=CC=C(C=C1)N(C1=CC=C(C=C1)C1=CC=CC=2C1=NSN2)C2=CC=C(C=C2)C)C 7-[4-[bis(4-tolyl)amino]phenyl]-2,1,3-benzothiadiazole